ClC1=C(C=CC=C1)C1C(O1)(C1=C(C=C(C=C1)F)F)CN1N=CNC1=S 2-[[3-(2-chlorophenyl)-2-(2,4-difluorophenyl)oxiran-2-yl]methyl]-4H-1,2,4-triazole-3-thione